COCCOCC[C@@H]([C@H](CC=C)C)S(=O)(=O)NC(=O)C=1C=CC2=C(NCC3(CCCC4=CC=CC=C34)CO2)C1 N-(((3S,4S)-1-(2-methoxyethoxy)-4-methyl-6-hepten-3-yl)sulfonyl)-3',4,4',5-tetrahydro-2'H-spiro[1,5-benzoxazepine-3,1'-naphthalene]-7-carboxamide